N-((2-(((cyclobutylmethyl)amino)methyl)-1H-indol-6-yl)methyl)benzo[b]thiophene-3-carboxamide C1(CCC1)CNCC=1NC2=CC(=CC=C2C1)CNC(=O)C=1C2=C(SC1)C=CC=C2